tert-butyl (R)-(1-(5-amino-7-fluoro-2-isopropyl-1-methyl-1H-benzo[d]imidazol-4-yl)pyrrolidin-3-yl)carbamate NC1=C(C2=C(N(C(=N2)C(C)C)C)C(=C1)F)N1C[C@@H](CC1)NC(OC(C)(C)C)=O